lithium methyl phosphate boron trifluoride B(F)(F)F.P(=O)(OC)([O-])[O-].[Li+].[Li+]